tert-Butyl 3-[(3-cyanophenyl)ethynyl]-5,6-dihydroimidazo[1,2-a]pyrazine-7(8H)-carboxylate C(#N)C=1C=C(C=CC1)C#CC1=CN=C2N1CCN(C2)C(=O)OC(C)(C)C